COC=1C=C2C(=CC=NC2=CC1OC)OC1=C(C=C(C=C1F)NC(=O)C=1C=NC=CC1OCCO)F N-(4-((6,7-dimethoxyquinolin-4-yl)oxy)-3,5-difluorophenyl)-4-(2-hydroxyethoxy)pyridine-3-carboxamide